COC(=O)C1=NN(C(=N1)[Si](C)(C)C)C 5-trimethylsilyl-1-methyl-1H-[1,2,4]triazole-3-carboxylic acid methyl ester